C1(CCCCC1)[C@H](C)NCC1=C2C(=NC(=C1)C(=O)N)C(CN2)(C)C 7-((((S)-1-cyclohexylethyl)amino)methyl)-3,3-dimethyl-2,3-dihydro-1H-pyrrolo[3,2-b]pyridine-5-carboxamide